NC1=NC=NC2=C1C1=C(CCCN3C1=CC=1C=CC(=CC31)C(=O)NC3CC3)N2C(C)C 1-amino-N-cyclopropyl-5-isopropyl-5,6,7,8-tetrahydropyrimido[5'',4'':4',5']pyrrolo[3',2':3,4]azepino[1,2-a]indole-11-carboxamide